C1=C(C=CC2=CC=CC=C12)C=1C2=CC=CC=C2C(=C2C=CC=CC12)C1=CC2=CC=CC=C2C=C1 9,10-di(naphthalene-2-yl)Anthracene